tert-butyl 6-((1-methyl-1H-imidazol-2-yl) methyl)-5-oxo-1,4,5,6-tetrahydropyrido[3,4-C][1,8]naphthyridine-3(2H)-carboxylate CN1C(=NC=C1)CN1C(C2=C(C=3C=CC=NC13)CCN(C2)C(=O)OC(C)(C)C)=O